2-((4-amino-2-butyl-7,8-dihydrocyclopenta[b]imidazo[4,5-d]pyridin-1(6H)-yl)methyl)-2-methylpropane-1,3-diol NC1=C2C(=C3C(=N1)CCC3)N(C(=N2)CCCC)CC(CO)(CO)C